1-((R)-1-(1H-imidazol-4-yl)ethyl)-4-((R)-3-methoxypyrrolidin-1-yl)-7-(trifluoromethyl)quinazolin-2(1H)-one N1C=NC(=C1)[C@@H](C)N1C(N=C(C2=CC=C(C=C12)C(F)(F)F)N1C[C@@H](CC1)OC)=O